COC1=C(NCC#CC=2C=C(C3=C(N(C=N3)CC(F)(F)F)C2)C(=O)NC2[C@H](CN(CC2)C2COC2)C)C=CC(=C1)C(NC)=O 6-[3-[2-Methoxy-4-(methylcarbamoyl)anilino]prop-1-ynyl]-N-[(3S)-3-methyl-1-(oxetan-3-yl)-4-piperidyl]-1-(2,2,2-trifluoroethyl)benzimidazole-4-carboxamide